5-[2-(2-chloroethyl)-2,9-diazaspiro[5.5]undecan-9-yl]-2-(2,6-dioxopiperidin-3-yl)isoindole-1,3-dione ClCCN1CC2(CCC1)CCN(CC2)C=2C=C1C(N(C(C1=CC2)=O)C2C(NC(CC2)=O)=O)=O